C[Si](CCCCC[Si](C=C)(C)C)(C=C)C 1,5-bis(dimethyl-(vinyl)silyl)pentane